2-amino-3-methyl-N-((6S)-4,5,6,7-tetrahydro-1H-indazol-6-yl)-N-((5-(trifluoromethyl)-2-pyridinyl)methyl)-6-quinolinecarboxamide NC1=NC2=CC=C(C=C2C=C1C)C(=O)N(CC1=NC=C(C=C1)C(F)(F)F)[C@H]1CCC=2C=NNC2C1